5-hydroxy[1,4]benzodiazepine OC1=NC=CNC2=C1C=CC=C2